C1=CC(=C(C=C1/C=C/C(=O)NCCCCNCCCNC(=O)/C=C/C2=CC(=C(C=C2)O)O)O)O N1,N10-bis(caffeoyl)spermidine